C(=O)(OC(C)(C)C)N[C@@H]1C[C@H](C1)N 1-N-Boc-trans-1,3-cyclobutanediamine